6-hydroxy-2,5,7,8-Tetramethylquinoline OC=1C(=C2C=CC(=NC2=C(C1C)C)C)C